4-(2-methoxyphenyl)-6-methyl-N-(5-(oxazole-2-carbonyl)-5,6-dihydro-4H-pyrrolo[3,4-d]thiazol-2-yl)nicotinamide COC1=C(C=CC=C1)C1=CC(=NC=C1C(=O)NC=1SC2=C(N1)CN(C2)C(=O)C=2OC=CN2)C